C1(NNC(C2=CC=CC=C12)=O)=O 2,3-dihydro-1,4-Phthalazinedione